((R)-(2-chlorophenyl)(cyclopropyl)methoxy)-N-((R,E)-4-(methylsulfonyl)but-3-en-2-yl)pyrimidine-2-carboxamide ClC1=C(C=CC=C1)[C@H](OC1=NC(=NC=C1)C(=O)N[C@H](C)\C=C\S(=O)(=O)C)C1CC1